FC(CN1N=CC=2C1=NC(=CN2)N2C[C@H]1C([C@H]1C2)COC2=NC(=CC=C2)C(F)(F)F)F (1R,5S,6S)-3-[1-(2,2-difluoroethyl)-1H-pyrazolo[3,4-b]pyrazin-6-yl]-6-({[6-(trifluoromethyl)pyridin-2-yl]oxy}methyl)-3-azabicyclo[3.1.0]hexane